C(C1=CC=CC=C1)C1=NC(=NN1)C(=O)NC1C(N(C=2N(CC1)N=C(C2)CC2COCC2)C)=O Racemic-benzyl-N-[4-methyl-5-oxo-2-(tetrahydrofuran-3-ylmethyl)-7,8-dihydro-6H-pyrazolo[1,5-a][1,3]diazepin-6-yl]-1,2,4-triazole-3-carboxamide